1-{3,8-dimethylimidazo[1,2-a]pyridin-7-yl}-3-iodo-5-methyl-4-(propan-2-yl)-1H-pyrazole CC1=CN=C2N1C=CC(=C2C)N2N=C(C(=C2C)C(C)C)I